C1(CCCCC1)NC(N(C)CC1=C(C=CC=C1)F)=O 3-cyclohexyl-1-(2-fluorobenzyl)-1-methylurea